[Si](C)(C)(C(C)(C)C)OCC=1C=C(NC2=NC=C(C(=N2)N[C@H]2[C@@H](CCCC2)C#N)C)C=C(C1B1OCC(CO1)(C)C)C(F)(F)F (trans)-2-[[2-[3-[[tert-butyl(dimethyl)silyl]oxymethyl]-4-(5,5-dimethyl-1,3,2-dioxaborinan-2-yl)-5-(trifluoromethyl)anilino]-5-methyl-pyrimidin-4-yl]amino]cyclohexanecarbonitrile